[Cl-].C[N+]1(CCCCC1)CCC N-methyl-N-propyl-piperidinium chloride